tert-butyl N-[(2R)-4-methyl-1-({4'-propyl-[1,1'-biphenyl]-4-yl}amino)pentan-2-yl]carbamate CC(C[C@H](CNC1=CC=C(C=C1)C1=CC=C(C=C1)CCC)NC(OC(C)(C)C)=O)C